CC1=NOC(=C1B(O)O)C 3,5-DIMETHYLISOXAZOLE-4-BORONIC ACID